C=CC=CCCC 1,3-Heptadien